C(C)C1(COC(OC1)=O)CC 5,5-Diethyl-1,3-dioxan-2-on